ClC1=CC=C(OC2=CC=C(C=N2)NC2=NC=C(C(=N2)NC2=CC(=CC=C2)S(=O)(=O)N2CCOCC2)C)C=C1 N2-(6-(4-chlorophenoxy)pyridin-3-yl)-5-methyl-N4-(3-(morpholinosulfonyl)phenyl)pyrimidine-2,4-diamine